COC1=NC(=CC=C1C(CC1=NC(=NC(=N1)N[C@@H](CO)CC(C)C)NS(=O)(=O)C)C)OC N-(4-(2-(2,6-dimethoxypyridin-3-yl)propyl)-6-(((R)-1-hydroxy-4-methylpentan-2-yl)amino)-1,3,5-triazin-2-yl)methanesulfonamide